(S)-2-(1-(1-(2-(5-cyclopropyl-4,7-difluoro-3,3-dimethyl-2-oxoindolin-1-yl)acetamido)ethyl)cyclopropyl)acetic acid C1(CC1)C=1C(=C2C(C(N(C2=C(C1)F)CC(=O)N[C@@H](C)C1(CC1)CC(=O)O)=O)(C)C)F